ethyl 4-fluoro-3-nitrophenylacetate FC1=C(C=C(C=C1)CC(=O)OCC)[N+](=O)[O-]